C(C)(C)(C)OC(=O)N1CCN(CC1)C1=NC=C(C(=N1)N1N=C(N(C1=O)CC)C)F 4-(4-(4-Ethyl-3-methyl-5-oxo-4,5-dihydro-1H-1,2,4-triazol-1-yl)-5-fluoropyrimidin-2-yl)piperazine-1-carboxylic acid tert-butyl ester